N-((2,6-dimethylpiperidin-1-yl)carbamoyl)-6,7-dihydro-5H-pyrazolo[5,1-b][1,3]oxazine-3-sulfonamide CC1N(C(CCC1)C)NC(=O)NS(=O)(=O)C=1C=NN2C1OCCC2